C(C1=CC=CC=C1)C=1C(=NC=C(C1C1=CC=CC=C1)N)N benzyl-4-phenylpyridine-2,5-diamine